OC[C@H](C1=CC=CC=C1)NC1=NC(=NC=C1C=1OC(=NN1)C)NC1=CC2=C(C(OC2(C)C)=O)C=C1 5-[(4-{[(1S)-2-hydroxy-1-phenylethyl]amino}-5-(5-methyl-1,3,4-oxadiazol-2-yl)pyrimidin-2-yl)amino]-3,3-dimethyl-1,3-dihydro-2-benzofuran-1-one